Ethylhexyl-5-Acetoxystearate C(C)C(C(=O)[O-])(CCC(CCCCCCCCCCCCC)OC(C)=O)CCCCCC